BrC1=C(C=CC(=C1)N1CCN(CC1)C)NC1=NC=C(C(=C1)NCCCN1C(OCCCC1)=O)C(F)(F)F 3-(3-((2-((2-bromo-4-(4-methylpiperazin-1-yl)phenyl)amino)-5-(trifluoromethyl)pyridin-4-yl)amino)propyl)-1,3-oxazepan-2-one